3-(3-carbamoylphenethyl)propionic acid C(N)(=O)C=1C=C(CCCCC(=O)O)C=CC1